C1(=CC=CC=C1)C1=NC(=NC(=C1)C1=CC=CC=C1)C1=CC=C(C=C1)C1=CC=C2C=3C=CC(=CC3C3(C2=C1)CCCC3)C#N 7'-(4-(4,6-diphenylpyrimidin-2-yl)phenyl)spiro[cyclopentane-1,9'-fluorene]-2'-carbonitrile